(5-nitrothiophen-2-yl) methyl-5-fluoro-2,4-dioxo-3,4-dihydropyrimidine-1(2H)-carboxylate CN1C(N(C=C(C1=O)F)C(=O)OC=1SC(=CC1)[N+](=O)[O-])=O